tris(2,4-di-tert-butyl-phenyl) phosphate P(=O)(OC1=C(C=C(C=C1)C(C)(C)C)C(C)(C)C)(OC1=C(C=C(C=C1)C(C)(C)C)C(C)(C)C)OC1=C(C=C(C=C1)C(C)(C)C)C(C)(C)C